ClC1=CC=C(C=C1)[C@H](C(F)(F)F)N(S(=O)(=O)C=1C=C2C(=NC1)N(C(C2(F)F)=O)C)CC (R)-N-(1-(4-chlorophenyl)-2,2,2-trifluoroethyl)-N-ethyl-3,3-difluoro-1-methyl-2-oxo-2,3-dihydro-1H-pyrrolo[2,3-b]pyridine-5-sulfonamide